2-(1-(2-((4-fluorophenyl)amino)-2-oxoethyl)-3-methyl-2-oxo-6-(trifluoromethyl)-2,3-dihydro-1H-benzo[d]imidazol-4-yl)-5-hydroxy-4-methoxybenzoic acid methyl ester COC(C1=C(C=C(C(=C1)O)OC)C1=CC(=CC=2N(C(N(C21)C)=O)CC(=O)NC2=CC=C(C=C2)F)C(F)(F)F)=O